(E)-3,3'-(prop-1-ene-1,3-diyl)bis(methoxybenzene) C(=C\CC=1C=C(C=CC1)OC)/C=1C=C(C=CC1)OC